1,1-di-(4'-hydroxyphenyl)cyclohexane OC1=CC=C(C=C1)C1(CCCCC1)C1=CC=C(C=C1)O